CC(C)(C1=CC=C(C=C1)CC1OC1)C1=CC=C(C=C1)CC1OC1 2,2'-[(1-methylethylidene)bis(4,1-phenylenemethylene)]bisoxirane